CC1=C(C=NC=N1)C(=O)O 6-methyl-pyrimidine-5-carboxylic acid